CN1CCN(CC1)CC1=C(C=C(C=C1)NC(C1=CN=CC(=C1)C#CC1=CN=C2N1N=C(C=C2)N2CCC(CC2)N2CCOCC2)=O)C(F)(F)F N-(4-((4-Methylpiperazin-1-yl)methyl)-3-(trifluoromethyl)phenyl)-5-((6-(4-morpholinopiperidin-1-yl)imidazo[1,2-b]pyridazin-3-yl)ethynyl)nicotinamide